1-(2-(Difluoromethoxy)-5-((triisopropylsilyl)thio)phenyl)-3-methyl-6-(pyrazolo[1,5-a]pyrimidin-3-yl)-1H-pyrazolo[4,3-c]pyridine FC(OC1=C(C=C(C=C1)S[Si](C(C)C)(C(C)C)C(C)C)N1N=C(C=2C=NC(=CC21)C=2C=NN1C2N=CC=C1)C)F